N-[5-ethyl-4-(2-methylphenoxy)-6-(o-tolyl)pyrimidin-2-yl]-1-methyl-pyrazole-4-sulfonamide C(C)C=1C(=NC(=NC1C1=C(C=CC=C1)C)NS(=O)(=O)C=1C=NN(C1)C)OC1=C(C=CC=C1)C